8-(4-(4-isopropyl-3-methylphenoxy)piperidin-1-yl)-5-methyl-6-oxo-5,6-dihydro-1,5-naphthyridine-2-carbonitrile C(C)(C)C1=C(C=C(OC2CCN(CC2)C2=CC(N(C=3C=CC(=NC23)C#N)C)=O)C=C1)C